BrC=1C(=C(OC2=CC=C(C=C2)CC2OCCO2)C=CC1)C 2-[[4-(3-bromo-2-methyl-phenoxy)phenyl]methyl]-1,3-dioxolane